N-(6-(oxazol-5-yl)isoquinolin-3-yl)cyclopropanecarboxamide 3,5-diamino-4-methylbenzenesulfonate NC=1C=C(C=C(C1C)N)S(=O)(=O)O.O1C=NC=C1C=1C=C2C=C(N=CC2=CC1)NC(=O)C1CC1